(S)-4-amino-5-oxo-5-((4-oxo-4-((6-(trifluoromethoxy)benzo[d]thiazol-2-yl)amino)butyl)amino)pentanoic Acid N[C@@H](CCC(=O)O)C(NCCCC(NC=1SC2=C(N1)C=CC(=C2)OC(F)(F)F)=O)=O